C(C)N(CCNC(=O)C1=C(NC(=C1C)\C=C\1/C(NC2=CC=C(C=C12)N1C(CCC1=O)=O)=O)C)CC 5-[5-(2,5-Dioxo-pyrrolidin-1-yl)-2-oxo-1,2-dihydro-indol-(3Z)-ylidenemethyl]-2,4-dimethyl-1H-pyrrole-3-carboxylic acid (2-diethylamino-ethyl)-amide